(R)-2-(3-(4-chlorobenzyl)-3-cyclobutylureido)-3-methoxy-N-(1-(2-oxo-2-(thiazol-2-ylmethyl)aminoacetyl)cyclobutyl)propanamide ClC1=CC=C(CN(C(N[C@@H](C(=O)NC2(CCC2)C(C(NCC=2SC=CN2)=O)=O)COC)=O)C2CCC2)C=C1